di-tert-butyl (4-cyanopyridin-3-yl)-2-imidodicarbonate C(#N)C1=C(C=NC=C1)N(C(=O)OC(C)(C)C)C(=O)OC(C)(C)C